2-butyl-imidazole-1-yl-acetic acid sodium salt [Na+].C(CCC)C=1N(C=CN1)CC(=O)[O-]